N-(3-sulfopropyl)-methacroyloxyethyl-N,N-dimethylammonium S(=O)(=O)(O)CCC[N+](C)(C)CCOC(=O)C(=C)C